BrC=1C=CC=2NC(OC=3C2C1C=CC3)=O 6-bromonaphtho[1,8-de][1,3]oxazin-2(3H)-one